BrC1=CC(=C(C=C1)N1N=NC(=C1C)C(=O)NC1=NC2=CC=CC=C2C=C1)C 1-(4-Bromo-2-methylphenyl)-5-methyl-N-(quinolin-2-yl)-1H-1,2,3-triazole-4-carboxamide